FC1=C(C(=C(C(=C1F)F)F)F)[B-](C1=C(C(=C(C(=C1F)F)F)F)F)(C1=C(C(=C(C(=C1F)F)F)F)F)C1=C(C(=C(C(=C1F)F)F)F)F.C(CCCCCCCCCCCCCCC)[NH+](CCCCCCCCCC)C1=C(C=CC=C1)C N-hexadecyl-N-decyl-tolylammonium [tetrakis(perfluorophenyl)borate]